6-(4-chlorophenyl)-N-[(2S)-1-hydroxypropan-2-yl]-3-oxo-2-(pyridin-3-yl)-2,3-dihydropyridazine-4-carboxamide ClC1=CC=C(C=C1)C=1C=C(C(N(N1)C=1C=NC=CC1)=O)C(=O)N[C@H](CO)C